O1CCC(=CC1)C1=CC2=C(N=C(N=C2N[C@H](C)C2=CC(=CC=C2)C(F)(F)F)C)C=N1 6-(3,6-dihydro-2H-pyran-4-yl)-2-methyl-N-{(1R)-1-[3-(trifluoromethyl)phenyl]ethyl}pyrido[3,4-d]pyrimidin-4-amine